5-amino-2-(5-aminopentyl)-N-(3-(3,3-dimethylbutylamino)propyl)-N-propyl-6H-thieno[3,2-b]azepine-7-carboxamide NC=1CC(=CC2=C(N1)C=C(S2)CCCCCN)C(=O)N(CCC)CCCNCCC(C)(C)C